ClCC(=O)NC1=CC=C(C=C1)S(NC1=NC=CC=N1)(=O)=O 2-chloro-N-{4-[(pyrimidin-2-yl)sulfamoyl]phenyl}acetamide